CC1=C(C(=CC=C1N)C)N 1,3-dimethyl-2,6-diaminobenzene